(S)-N-(4-amino-6-methyl-5-(quinolin-3-yl-2-d)-8,9-dihydropyrimido[5,4-b]indol-8-yl)acrylamide NC1=NC=NC2=C1N(C=1C(=C[C@H](CC21)NC(C=C)=O)C)C=2C(=NC1=CC=CC=C1C2)[2H]